C1(CC1)NCCN[C@H]1[C@@H](C1)C1=CC=C(C=C1)C1=CC(=CC=C1)C(F)(F)F N1-cyclopropyl-N2-((trans)-2-(3'-(trifluoromethyl)biphenyl-4-yl)cyclopropyl)ethane-1,2-diamine